3-butyl-4-[(3-carbamoylphenyl)methyl]-1H,2H,3H,4H-cyclopenta[b]indole-5-carboxylic acid C(CCC)C1CCC2=C1N(C1=C(C=CC=C21)C(=O)O)CC2=CC(=CC=C2)C(N)=O